COC=1C=C(C=CC1OC)C=1NC2=CC=C(C=C2C1C(C)C)C1CCN(CC1)CCNC 2-(4-(2-(3,4-dimethoxyphenyl)-3-isopropyl-1H-indol-5-yl)piperidin-1-yl)-N-methylethan-1-amine